hexenedicarboxylic acid C(=CCCCC)(C(=O)O)C(=O)O